O=C([C@@H](O)[C@H](O)CO)[O-].[Zn+2].O=C([C@@H](O)[C@H](O)CO)[O-] zinc threonate